N-{3-[(5-bromo-2-chloropyrimidin-4-yl)amino]Propyl}-N-methylcarbamic acid tert-butyl ester C(C)(C)(C)OC(N(C)CCCNC1=NC(=NC=C1Br)Cl)=O